1-[(2R)-1-[4-chloro-1-(p-tolylsulfonyl)indazol-3-yl]-4,4-difluoro-pyrrolidin-2-yl]ethanol ClC1=C2C(=NN(C2=CC=C1)S(=O)(=O)C1=CC=C(C=C1)C)N1[C@H](CC(C1)(F)F)C(C)O